(diphenyltriazinyl)(dibenzothiophenyl)biphenyl C1(=CC=CC=C1)C1=C(C(=NN=N1)C=1C(=C(C=CC1)C1=CC=CC=C1)C1=CC=CC=2SC3=C(C21)C=CC=C3)C3=CC=CC=C3